ClC1=C(C=CC(=C1NC=1C(=C2C(N(C=NC2=CC1)C)=O)C)F)NS(=O)(=O)N1CC2(CC2)CC1 N-(2-chloro-3-((3,5-dimethyl-4-oxo-3,4-dihydroquinazolin-6-yl)amino)-4-fluorophenyl)-5-azaspiro[2.4]heptane-5-sulfonamide